1-benzyl-1-(2-((2,6-dimethylphenyl)Amino)-2-oxoethyl)-3-(propionyloxy)piperidin-1-ium bromide [Br-].C(C1=CC=CC=C1)[N+]1(CC(CCC1)OC(CC)=O)CC(=O)NC1=C(C=CC=C1C)C